methyl-octasiloxane C[SiH2]O[SiH2]O[SiH2]O[SiH2]O[SiH2]O[SiH2]O[SiH2]O[SiH3]